N-((1s,4s)-4-((5-(1-(2,2-difluoroethyl)-2-methyl-1H-benzo[d]imidazol-6-yl)-7H-pyrrolo[2,3-d]pyrimidin-2-yl)amino)cyclohexyl)acetamide FC(CN1C(=NC2=C1C=C(C=C2)C2=CNC=1N=C(N=CC12)NC1CCC(CC1)NC(C)=O)C)F